2-(3-bromobicyclo[1.1.1]pentane-1-yl)propane-2-ol BrC12CC(C1)(C2)C(C)(C)O